Methyl (S)-2-((S)-2-((S)-2-acetamido-3-(4-(allyloxy)phenyl)propanamido)-4-methylpentanamido)pent-4-enoate C(C)(=O)N[C@H](C(=O)N[C@H](C(=O)N[C@H](C(=O)OC)CC=C)CC(C)C)CC1=CC=C(C=C1)OCC=C